C(C)(C)(C)C1=C(C=CC(=C1)C(C)(C)C)OP(OC1=C(C=C(C=C1)C(C)(C)C)C(C)(C)C)OC1=C(C=C(C=C1)C(C)(C)C)C(C)(C)C.BrC1=CC(=C(C(=C1)F)CC#C[Si](C)(C)C(C)(C)C)F (3-(4-bromo-2,6-difluorophenyl)prop-1-ynyl)(tert-butyl)dimethylsilane tris-(2,4-di-tert-butylphenyl)phosphite